NC1=NC=CC=C1C1=NC2=C(N1C1=CC=C(C=C1)NC(=O)C1CCC(CC1)C(=O)O)C=C(C=C2)C(C)(C)C (1r,4r)-4-((4-(2-(2-aminopyridin-3-yl)-6-(tert-butyl)-1H-benzo[d]imidazol-1-yl)phenyl)carbamoyl)cyclohexane-1-carboxylic acid